tetraethoxyphenazine bromide [Br-].C(C)OC1=C(C(=C(C2=NC3=CC=CC=C3N=C12)OCC)OCC)OCC